ClC=1C=C2C(=CN=C(C2=CN1)OC1CN(C1)C(=O)C1CC1)[C@@H](CC)N[S@@](=O)C(C)(C)C (S)-N-((R)-1-(6-Chloro-1-((1-(cyclopropanecarbonyl)azetidin-3-yl)oxy)-2,7-naphthyridin-4-yl)propyl)-2-methylpropane-2-sulfinamide